N(=[N+]=[N-])CCOCCOCCOCCNC(=O)C1(CCC1)C(=O)N[C@@H](CCCNC(N)=O)C(NC1=CC=C(C=C1)CO)=O 1-N-(2-{2-[2-(2-Azidoethoxy)ethoxy]ethoxy}ethyl)-1-N'-[(1S)-4-(carbamoylamino)-1-{[4-(hydroxymethyl)phenyl]carbamoyl}butyl]cyclobutane-1,1-dicarboxamide